ClC1=CC=C(C(C)(C)C2=CC(=C(C=C2)N2N=C(N=C2)C(=O)N)OC)C=C1 1-[4-(4-chloro-α,α-dimethylbenzyl)-2-methoxyphenyl]-1,2,4-triazole-3-carboxylic acid amide